N-ethyl-N-[(2-methyl)allyl]-3-methylbenzamide C(C)N(C(C1=CC(=CC=C1)C)=O)CC(=C)C